(R)-3-((7-((tert-Butoxycarbonyl)(4-(pyridin-2-yl)benzyl)amino)-3-cyclopropylpyrazolo[1,5-a]pyrimidin-5-yl)oxy)pyrrolidine-1-carboxylic acid tert-butyl ester C(C)(C)(C)OC(=O)N1C[C@@H](CC1)OC1=NC=2N(C(=C1)N(CC1=CC=C(C=C1)C1=NC=CC=C1)C(=O)OC(C)(C)C)N=CC2C2CC2